tert-butyl 4-chloro-7-((5-(4-hydroxypiperidin-1-yl)pyridin-2-yl)amino)-1-oxo-1,3-dihydro-2H-pyrrolo[3,4-c]pyridine-2-carboxylate ClC1=NC=C(C2=C1CN(C2=O)C(=O)OC(C)(C)C)NC2=NC=C(C=C2)N2CCC(CC2)O